2-chloro-N-(1-cyanocyclopropyl)-5-[5-[2-methyl-5-(1,1,2,2,2-pentafluoroethyl)-4-(trifluoromethyl)pyrazol-3-yl]isoxazol-3-yl]benzamide ClC1=C(C(=O)NC2(CC2)C#N)C=C(C=C1)C1=NOC(=C1)C=1N(N=C(C1C(F)(F)F)C(C(F)(F)F)(F)F)C